2-(4-propylphenyl)-1H-benzo[d]imidazol-5-amine C(CC)C1=CC=C(C=C1)C1=NC2=C(N1)C=CC(=C2)N